(4-(((3R,4R)-1-(2-cyanoacetyl)-4-methylpiperidin-3-yl)(methyl)amino)-7H-pyrrolo[2,3-d]pyrimidin-7-yl)methyl 2-((3-chloro-2-methylphenyl)amino)benzoate ClC=1C(=C(C=CC1)NC1=C(C(=O)OCN2C=CC3=C2N=CN=C3N(C)[C@H]3CN(CC[C@H]3C)C(CC#N)=O)C=CC=C1)C